[4-(2-butyl)benzylidene-2-pentyl]4-methylbenzoic acid CC(CC)C1=CC=C(C=CCCC(C)C2=C(C(=O)O)C=CC(=C2)C)C=C1